OC1(CCN(CC1)C(=O)OC(C)(C)C)C1=CC2=C(N(C(N2C)=O)COCC[Si](C)(C)C)C=C1 tert-butyl 4-hydroxy-4-[3-methyl-2-oxo-1-(2-trimethylsilylethoxymethyl) benzimidazol-5-yl]piperidine-1-carboxylate